5-FLUORO-2-METHYL-3-PYRIDINECARBOXALDEHYDE FC=1C=C(C(=NC1)C)C=O